tert-butyl (3R,4S,5S)-4-((S)-2-(((benzyloxy)carbonyl)amino)-N,3-dimethylbutanamido)-3-methoxy-5-methylheptanoate C(C1=CC=CC=C1)OC(=O)N[C@H](C(=O)N(C)[C@H]([C@@H](CC(=O)OC(C)(C)C)OC)[C@H](CC)C)C(C)C